2-((1H-indol-3-yl)methyl)-2,3-dihydro-4H-benzo[e][1,3]oxazin-4-one N1C=C(C2=CC=CC=C12)CC1OC2=C(C(N1)=O)C=CC=C2